3-[tert-butyl-(dimethyl)silyl]Oxy-5-phenyl-pyrrolidin-2-one C(C)(C)(C)[Si](OC1C(NC(C1)C1=CC=CC=C1)=O)(C)C